(S)-2-(4,5-dichlorothiophene-2-carboxamido)-N6-ethyl-N1-(1-(2-(2-adamantylamino)-2-oxoethyl)-2-oxo-1,2-dihydropyridin-3-yl)-5-oxohexanediamide ClC=1C=C(SC1Cl)C(=O)N[C@H](C(=O)NC=1C(N(C=CC1)CC(=O)NC1C2CC3CC(CC1C3)C2)=O)CCC(C(=O)NCC)=O